C(CCCCCC)OC(CCO)OCCCCCCC 3,3-bis(heptyloxy)propan-1-ol